COC1=CC=C(C(C2=CC=CC=C2)=NO)C=C1 4-Methoxybenzophenone oxime